C(CCCCCCCCCCCCCCCCC)OC(C[N+](C)(C)C)P(OC[C@@H](COCCCCCCCCCCCCCCCCCC)O)(=O)[O-] di-O-octadecyl-sn-glycero-3-phosphocholin